5-methyl-7-(2-methyl-4-nitrophenoxy)-[1,2,4]triazolo[1,5-a]pyridine CC1=CC(=CC=2N1N=CN2)OC2=C(C=C(C=C2)[N+](=O)[O-])C